ethyl 1-(4-chlorophenyl)-6-methoxy-2-methyl-4-phenyl-1,4,5,6-tetrahydro-3-picolinate ClC1=CC=C(C=C1)N1C(=C(C(CC1OC)C1=CC=CC=C1)C(=O)OCC)C